tantalum-cerium-lanthanum [La].[Ce].[Ta]